1,1,1,3,3,3-Hexafluoropropan-2-yl (±)-1-(isoxazol-3-ylcarbamoyl)-6-azaspiro[2.5]octan-6-carboxylat O1N=C(C=C1)NC(=O)[C@@H]1CC12CCN(CC2)C(=O)OC(C(F)(F)F)C(F)(F)F |r|